ClC=1C(=CC=C2N=CC(=NC12)C=1C=NN(C1)[C@@H]1[C@H](CN(CC1)C(=O)OC(C)(C)C)F)OC1=CC2=C(N=C(N2COCC[Si](C)(C)C)C)C=C1 tert-butyl (3S,4S)-4-[4-[8-chloro-7-[2-methyl-3-(2-trimethylsilylethoxymethyl)benzimidazol-5-yl]oxy-quinoxalin-2-yl]pyrazol-1-yl]-3-fluoro-piperidine-1-carboxylate